NC1=NC=C(C=2N=C(N=CC21)NC(C)(C)C)C2=CC(=C(C=C2)C(=O)N2CCOCC2)O (4-(5-amino-2-(tert-butylamino)pyrido[4,3-d]pyrimidin-8-yl)-2-hydroxyphenyl)(morpholinyl)methanone